1-(3-Methylimidazol-1-yl)sulfonylimidazole CN1CN(C=C1)S(=O)(=O)N1C=NC=C1